4-{1,7-diazaspiro[3.5]nonan-7-yl}-N-{8-fluoro-2-methylimidazo[1,2-a]pyridin-6-yl}-2-methylindazole-7-carboxamide trifluoroacetic acid salt FC(C(=O)O)(F)F.N1CCC12CCN(CC2)C=2C1=CN(N=C1C(=CC2)C(=O)NC=2C=C(C=1N(C2)C=C(N1)C)F)C